ClC=1C=CC(=C(C1)C1=C(C2=NC=CC=C2N1)C=1N=C2C=C(C=NC2=CC1)N1CCN(CC1)NC)F 1-[6-[2-(5-chloro-2-fluoro-phenyl)-1H-pyrrolo[3,2-b]pyridin-3-yl]-1,5-naphthyridin-3-yl]-N-methyl-piperazin-4-amine